3-[5-(4-methyl-phenyl)-2,3-dimethyl-isoxazolin-3-yl]-pyridine CC1=CC=C(C=C1)C1CC(N(O1)C)(C)C=1C=NC=CC1